N-(4-((4-(4-Cyano-6-methylpyrimidin-2-yl)piperazin-1-yl)sulfonyl)phenyl)-5-iodo-2-(N-methylmethylsulfonamido)benzamide C(#N)C1=NC(=NC(=C1)C)N1CCN(CC1)S(=O)(=O)C1=CC=C(C=C1)NC(C1=C(C=CC(=C1)I)N(S(=O)(=O)C)C)=O